(chloromethyl)Azole ClCC=1NC=CC1